2-(4-bromo-2,6-dimethoxyphenyl)propan BrC1=CC(=C(C(=C1)OC)C(C)C)OC